1-(4-bromophenylthio)-2-methylpropan-2-ol BrC1=CC=C(C=C1)SCC(C)(O)C